(R)-4-bromo-1-(2-((tert-butyldimethylsilyl)oxy)-3-methoxypropyl)-3-methyl-1H-pyrazole BrC=1C(=NN(C1)C[C@H](COC)O[Si](C)(C)C(C)(C)C)C